7-cholestene CC(C)CCC[C@@H](C)[C@H]1CC[C@H]2C3=CCC4CCCC[C@]4(C)[C@H]3CC[C@]12C